(R)-10-cyclohexyl-6,11-dimethyl-8-phenyl-5,6,8,9,10,11-hexahydro-[1,2,5]thiadiazepino[7,6-b]phenanthridine-2-carboxylic acid 12,12-dioxide C1(CCCCC1)[C@H]1N(S(C2=CC=3C=4C=C(C=CC4CN(C3C=C2N(C1)C1=CC=CC=C1)C)C(=O)O)(=O)=O)C